C(C1=CC=CC=C1)O[C@@H]1[C@@H](N(C[C@@H]([C@H]1OCC1=CC=CC=C1)OCC1=CC=CC=C1)CCC1=C(C=CC=C1)F)COCC1=CC=CC=C1 (2S,3R,4R,5S)-3,4,5-tris(benzyloxy)-2-((benzyloxy)-methyl)-1-(2-fluorophenylethyl)piperidine